BrCC(=O)C=1C=C(C2=C(C(=C(O2)[2H])[2H])C1)Br 2-bromo-1-(7-bromobenzofuran-5-yl-2,3-d2)ethan-1-one